1-(2,4-difluorophenyl)-3-(4-fluorophenyl)-N-(2-methoxyethyl)-5-methyl-4-(1-methyl-1H-pyrazol-4-yl)-4,5-dihydro-1H-pyrazole-5-carboxamide FC1=C(C=CC(=C1)F)N1N=C(C(C1(C(=O)NCCOC)C)C=1C=NN(C1)C)C1=CC=C(C=C1)F